Tert-butyl (R)-3-((1-(2-methoxy-4-(trifluoromethyl)phenyl)pyrido[3,4-d]pyridazin-4-yl)thio)piperidine-1-carboxylate COC1=C(C=CC(=C1)C(F)(F)F)C1=C2C(=C(N=N1)S[C@H]1CN(CCC1)C(=O)OC(C)(C)C)C=NC=C2